C(=CC)C1=C2C=CC=CC2=NC=2C3=C(C=CC12)C=CC=C3 7-(1-propenyl)-benzo[c]acridine